[Mg+2].C[Si]([N-][Si](C)(C)C)(C)C.C[Si]([N-][Si](C)(C)C)(C)C.[Mg+2] magnesium bis(hexamethyldisilazide) magnesium